C1=C(C=CC2=CC=CC=C12)OCC(C([Se]C1=CC=CC=C1)[Se]C1=CC=CC=C1)=O 3-(Naphthalen-2-yloxy)-1,1-bis(phenylselanyl)propan-2-one